C(C1=CC=CC=C1)OC(CCC=C)(C(F)(F)F)C1=NN=C(O1)C1=C(C=C(C(=N1)N(CC(=O)OCC)CCC=C)C(F)(F)F)N(C(=O)OC(C)(C)C)C(=O)OC(C)(C)C ethyl 2-[[6-[5-[1-benzyloxy-1-(trifluoromethyl)pent-4-enyl]-1,3,4-oxadiazol-2-yl]-5-[bis(tert-butoxycarbonyl)amino]-3-(trifluoromethyl)-2-pyridyl]-but-3-enyl-amino]acetate